methyl (Z)-2-hydroxy-6-methyl-4-oxohept-2-enoate O\C(\C(=O)OC)=C/C(CC(C)C)=O